dodecahydro-4,10:5,9-dimethano-1H,3H-naphtho[2,3-c:6,7-c']difuran-1,3,6,8-tetrone C1(C2C(C(O1)=O)C1C3C4C5C(C(OC5=O)=O)C(C3C2C1)C4)=O